CCCC(CCCCC)OC(CCC)CCCCC 1-methyl-3-octyl ether